C(C(=O)O)(=O)O.COC1=C(C=CC=C1)N1CCN(CC1)CCC(=O)N1C2=C(CCC3=C1C=CC=C3)C=CC=C2 3-[4-(2-methoxyphenyl)piperazin-1-yl]-1-[10,11-dihydro-5H-dibenzo[b,f]azepin-5-yl]propan-1-one oxalate